BrC=1C=C(C(=C(C=NC(C(=O)OC)C(C)C)C1)O)OC(C(C)C)=O methyl 2-(5-bromo-2-hydroxy-3-(isobutyryloxy)benzylidene-amino)-3-methylbutanoate